C(C)OC1=C(C=C(C=C1)S(=O)(=O)N1CCN(CC1)CCCO[N+](=O)[O-])C=1NC(C2=C(N1)C(=C(N2C)/C=N/O)CCC)=O (E)-3-(4-((4-Ethoxy-3-(6-((hydroxyimino)methyl)-5-methyl-4-oxo-7-propyl-4,5-dihydro-3H-pyrrolo[3,2-d]pyrimidin-2-yl)phenyl)sulfonyl)piperazin-1-yl)propylnitrat